C(C)(C)(C)OC(=O)NC1=CC2=C(S1)C(=CC=C2C2=C(C=C1C(=NC(=NC1=C2F)F)N2C[C@H]1CC[C@@H](C2)N1C(=O)OC(C)(C)C)C(F)(F)F)F tert-butyl (1R,5S)-3-(7-(2-((tert-butoxycarbonyl)amino)-7-fluorobenzo[b]thiophen-4-yl)-2,8-difluoro-6-(trifluoromethyl)quinazolin-4-yl)-3,8-diazabicyclo[3.2.1]octane-8-carboxylate